C(N)(=O)C1=NC=CC=C1NC(=O)C=1C=NN2C1N=CC=C2 N-(2-Carbamoylpyridin-3-yl)pyrazolo[1,5-a]pyrimidin-3-carboxamid